(6R)-6-({7-bromo-2-[1-(difluoromethyl)-1H-pyrazol-4-yl][1,2,4]triazolo[1,5-c]quinazolin-5-yl}amino)-1,4-diazepan-5-one BrC1=CC=CC=2C=3N(C(=NC12)N[C@H]1C(NCCNC1)=O)N=C(N3)C=3C=NN(C3)C(F)F